4-(2,2-Difluoro-1-(trideuteromethyl)vinyloxy)-3,5-dimethoxyamphetamine hydrochloride Cl.FC(=C(OC1=C(C=C(CC(N)C)C=C1OC)OC)C([2H])([2H])[2H])F